7-((6-((2R,6R)-2-ethyl-6-methylmorpholino)-2-methylpyridin-3-yl)amino)-2H-benzo[b][1,4]oxazin-3(4H)-one C(C)[C@H]1O[C@@H](CN(C1)C1=CC=C(C(=N1)C)NC=1C=CC2=C(OCC(N2)=O)C1)C